2-(((S)-1-methylpyrrolidin-2-yl)methoxy)-7-(quinolin-5-yl)pyrido[2,3-d]pyrimidine CN1[C@@H](CCC1)COC=1N=CC2=C(N1)N=C(C=C2)C2=C1C=CC=NC1=CC=C2